C(C)(CC)SC1=C(N=C(S1)N1N=C(C(=C1C(=O)O)C1=CC(=CC(=C1)Cl)Cl)C)C1=CC(=C(C=C1)Cl)Cl 1-(5-(sec-butylthio)-4-(3,4-dichlorophenyl)thiazol-2-yl)-4-(3,5-dichlorophenyl)-3-methyl-1H-pyrazole-5-carboxylic acid